((2-chloroethoxy)carbonyl)-L-lysine tert-butyl ester C(C)(C)(C)OC([C@@H](NC(=O)OCCCl)CCCCN)=O